C(C)(C)(C)OC(=O)N1CCC(=CC1)C1=C(NC=2N(C1=O)N=C(N2)Br)CC 4-(2-bromo-5-ethyl-7-oxo-4,7-dihydro-[1,2,4]triazolo[1,5-a]pyrimidin-6-yl)-3,6-dihydropyridine-1(2H)-carboxylic acid tert-butyl ester